OC1=CC=C(C=C1)C(\C=C\C1=CC(=C(C=C1)OCC1=NC=CC(=C1C)OCC(F)(F)F)OC)=O (E)-1-(4-Hydroxyphenyl)-3-[3-methoxy-4-[[3-methyl-4-(2,2,2-trifluoroethoxy)pyridin-2-yl]methoxy]phenyl]prop-2-en-1-one